4-[(2,6-dimethylbenzyl)amino]-2-methylquinoline-8-carboxamide CC1=C(CNC2=CC(=NC3=C(C=CC=C23)C(=O)N)C)C(=CC=C1)C